((6-(difluoromethoxy)-2-(3'-(6-methoxy-5-(pyrrolidin-1-ylmethyl)pyrazin-2-yl)-2,2'-dimethyl-[1,1'-biphenyl]-3-yl)benzo[d]oxazol-5-yl)methyl)-L-proline FC(OC1=CC2=C(N=C(O2)C=2C(=C(C=CC2)C2=C(C(=CC=C2)C2=NC(=C(N=C2)CN2CCCC2)OC)C)C)C=C1CN1[C@@H](CCC1)C(=O)O)F